(dipropylsulfamoyl)benzoate C(CC)N(S(=O)(=O)C1=C(C(=O)[O-])C=CC=C1)CCC